N1=C2C(=NC=C1C=1C=C(C=CC1)C=CC(=O)NC1=CC(=C(C=C1)C)C(F)(F)F)NC=C2 3-(3-(5H-pyrrolo[2,3-b]pyrazin-2-yl)phenyl)-N-(4-methyl-3-(trifluoromethyl)phenyl)acrylamide